pentaerythritol tetrakis(3-mercapto propanoate) SCCC(=O)OCC(COC(CCS)=O)(COC(CCS)=O)COC(CCS)=O